[B].[Zn].[Mn].[Cu] copper-manganese-zinc-boron